bis[3-(4-aminophenoxy) phenyl] ether NC1=CC=C(OC=2C=C(C=CC2)OC2=CC(=CC=C2)OC2=CC=C(C=C2)N)C=C1